4-((5-chloro-4-(1-isopropyl-1H-pyrazol-4-yl)pyrimidin-2-yl)amino)-N-(2,3-dihydro-1H-inden-4-yl)-3-methoxy-N-methylbenzamide ClC=1C(=NC(=NC1)NC1=C(C=C(C(=O)N(C)C2=C3CCCC3=CC=C2)C=C1)OC)C=1C=NN(C1)C(C)C